The molecule is a 7,8-dihydropterin compound having an amino substituent at the 2-position, an oxo substituent at the 4-position and a pyruvoyl group at the 6-position. CC(=O)C(=O)C1=NC2=C(NC1)N=C(NC2=O)N